Tri-ethylhexyl citrate C(CC(O)(C(=O)[O-])CC(=O)[O-])(=O)OCCCCCC(CC)(CC)CC